C(=O)(OC(C)(C)C)N1[C@@H](COCC1)CN 4-Boc-3(R)-morpholinemethylamine